1-(4-(benzyloxy)-3-(hydroxymethyl)phenyl)-2-(tert-butylamino)-1-ethanone C(C1=CC=CC=C1)OC1=C(C=C(C=C1)C(CNC(C)(C)C)=O)CO